FC=1C=C(C(=NC1)OC)[C@@H]1N(CCC1)C=1C=CC=2N(N1)C(=CN2)C2=NC=CC(=C2)CO (R)-(2-(6-(2-(5-fluoro-2-methoxypyridin-3-yl)pyrrolidin-1-yl)imidazo[1,2-b]pyridazin-3-yl)pyridin-4-yl)methanol